tert-butyl 7-((6-((dimethylamino)methyl)-5-(3-(methoxymethyl) tetrahydrofuran-3-yl) pyridin-2-yl)amino)-4-(7-fluoroimidazo[1,2-a]pyridin-3-yl)-1-oxoisoindoline-2-carboxylate CN(C)CC1=C(C=CC(=N1)NC=1C=CC(=C2CN(C(C12)=O)C(=O)OC(C)(C)C)C1=CN=C2N1C=CC(=C2)F)C2(COCC2)COC